2-(4-ethylpiperazin-1-yl)-N-(6-(1-methyl-5-(piperidin-1-ylmethyl)-1H-pyrazol-4-yl)isoquinolin-3-yl)acetamide C(C)N1CCN(CC1)CC(=O)NC=1N=CC2=CC=C(C=C2C1)C=1C=NN(C1CN1CCCCC1)C